C[C@@]12[C@@H]3[C@@H]([C@@H]4[C@]5(O4)[C@H](OC(=O)C=C5[C@]3([C@H]6[C@@H]([C@@H]1O)O6)C)C=C)OC2=O The molecule is a diterpene lactone isolated from Podocarpus latifolius and has been shown to exhibit inhibitory activity against activator protein 1 (AP-1). It has a role as a metabolite and an AP-1 antagonist. It is a gamma-lactone, a delta-lactone, a diterpene lactone, an epoxide and an organic heterohexacyclic compound.